CN1N=C2C=CC=C(C2=C1)C1=NN(C2=C(C=CC=C12)C)C=1C=CC(=NC1)N1CC(OCC1)CC(=O)O 2-[4-(5-{2',7-Dimethyl-1h,2'h-[3,4'-biindazol]-1-yl}pyridin-2-yl)morpholin-2-yl]acetic acid